(2S,4S)-1-(t-butoxycarbonyl)-4-(methoxymethyl)-pyrrolidine-2-carboxylic acid C(C)(C)(C)OC(=O)N1[C@@H](C[C@@H](C1)COC)C(=O)O